Tert-butyl (S)-4-(3-((isoquinolin-3-ylmethyl)-(5,6,7,8-tetrahydroquinolin-8-yl)amino)propyl)piperazine-1-carboxylate C1=NC(=CC2=CC=CC=C12)CN(CCCN1CCN(CC1)C(=O)OC(C)(C)C)[C@H]1CCCC=2C=CC=NC12